N'-{(2S,3R)-2-[(2,2'-difluoro-3'-methyl[1,1'-biphenyl]-3-yl)methyl]-4,4-difluoro-1-[(2R)-oxetane-2-carbonyl]pyrrolidin-3-yl}-N,N-dimethylsulfuric diamide FC1=C(C=CC=C1C[C@@H]1N(CC([C@@H]1NS(N(C)C)(=O)=O)(F)F)C(=O)[C@@H]1OCC1)C1=C(C(=CC=C1)C)F